(5-(4-fluorophenyl)-1H-pyrrolo[3,2-b]pyridin-2-yl)(piperidin-1-yl)methanone FC1=CC=C(C=C1)C1=CC=C2C(=N1)C=C(N2)C(=O)N2CCCCC2